5-(6-Aminopyridin-3-yl)-7-cyclopropyl-7H-pyrrolo[2,3-d]pyrimidin-4-amine NC1=CC=C(C=N1)C1=CN(C=2N=CN=C(C21)N)C2CC2